OCC1NC(CN(C1)C=1C=2N(C=C(C1)S(=O)(=O)NC1(CC1)C)C=NC2)(C)C 8-(5-(hydroxymethyl)-3,3-dimethylpiperazin-1-yl)-N-(1-methylcyclopropyl)imidazo[1,5-a]pyridine-6-sulfonamide